(S)-4-(2-(2-(pyridin-3-yl)pyrrolidin-1-yl)ethyl)morpholine N1=CC(=CC=C1)[C@H]1N(CCC1)CCN1CCOCC1